cyclopropylmethylsulfamate C1(CC1)CNS([O-])(=O)=O